1-((2R,3R,4S,5R)-3,4-didecanoyloxy-5-(decanoyloxymethyl)tetrahydrofuran-2-yl)-3-carbamoylpyridin-1-ium chloride [Cl-].C(CCCCCCCCC)(=O)O[C@H]1[C@@H](O[C@@H]([C@@H]1OC(CCCCCCCCC)=O)COC(CCCCCCCCC)=O)[N+]1=CC(=CC=C1)C(N)=O